(2-(2-(4-(2-METHOXYETHOXY)-3-(1H-1,2,4-TRIAZOLE-3-CARBOXAMIDO)PHENYL)THIAZOL-4-YL)ACETYL)GLYCINE COCCOC1=C(C=C(C=C1)C=1SC=C(N1)CC(=O)NCC(=O)O)NC(=O)C1=NNC=N1